O=C1CC(CN1)C(=O)O 5-oxopyrrolidin-3-carboxylic acid